(3-(morpholine-4-carbonyl)phenyl)-4-(pentyloxy)benzamide 4-chlorophenyl-(5R)-3,3-difluoro-5-[(5S)-5-methyl-1,1-dioxo-1λ6,2-thiazolidin-2-yl]piperidine-1-carboxylate ClC1=CC=C(C=C1)OC(=O)N1CC(C[C@H](C1)N1S([C@H](CC1)C)(=O)=O)(F)F.N1(CCOCC1)C(=O)C=1C=C(C=CC1)C1=C(C(=O)N)C=CC(=C1)OCCCCC